C(C(C)(C)C)(=O)OCC(CC(COC(C(C)(C)C)=O)CC)CC 2,4-Diethyl-1,5-Pentanediol Dineopentanoate